CN([C@@H]1CN(CC1)C=1C=C(C(=CC1)N)N)C (S)-4-(3-(dimethylamino)pyrrolidin-1-yl)benzene-1,2-diamine